N1N=C(C=C1)C1=C(N)C=CC=C1 2-pyrazolyl-aniline